COC1CN(C1)CC=CC=O 4-(3-methoxyazetidin-1-yl)but-2-en-1-one